methyl 2-(4-((1-methyl-1H-benzo[d]imidazol-2-yl)methyl)piperazin-1-yl)benzoate CN1C(=NC2=C1C=CC=C2)CN2CCN(CC2)C2=C(C(=O)OC)C=CC=C2